CC1=C(C=CC=C1)CC=C 1-methyl-2-(2-propenyl)-benzene